C1(CCCC1)NC1=CC=C(C=C1)C1C(CC2C(N1C(C1=C(C=CC=C1C)F)=O)CCC2)C(=O)NC2=CC=C1C=NN(C1=C2)C cis-2-(4-(cyclopentylamino)phenyl)-1-(2-fluoro-6-methylbenzoyl)-N-(1-methyl-1H-indazol-6-yl)octahydro-1H-cyclopenta[b]pyridine-3-carboxamide